2-(dimethylamino)ethyl (Z)-2-(1-(4-(benzyloxy)benzylidene)-5-methoxy-2-methyl-1H-inden-3-yl)acetate C(C1=CC=CC=C1)OC1=CC=C(\C=C/2\C(=C(C3=CC(=CC=C23)OC)CC(=O)OCCN(C)C)C)C=C1